naringenin oxime O1[C@@H](CC(C=2C(O)=CC(O)=CC12)=NO)C1=CC=C(O)C=C1